FC1=C(C(=O)N2CC(C2)C#N)C=CC(=C1)C1=NC(=NC=C1C)NC=1C=NN(C1)C 1-(2-Fluoro-4-(5-methyl-2-((1-methyl-1H-pyrazol-4-yl)amino)pyrimidin-4-yl)benzoyl)azetidine-3-carbonitrile